ethyl 2-(2-ethoxy-4-fluorophenyl)-2-oxoacetate C(C)OC1=C(C=CC(=C1)F)C(C(=O)OCC)=O